2-(4-chloro-1-isopropyl-1H-pyrazol-5-yl)-N-((1-(1-cyclopropyl-4-(trifluoromethyl)-1H-imidazol-2-yl)-2-oxabicyclo[2.2.2]oct-4-yl)methyl)-5-methoxypyrimidin-4-amine ClC=1C=NN(C1C1=NC=C(C(=N1)NCC12COC(CC1)(CC2)C=2N(C=C(N2)C(F)(F)F)C2CC2)OC)C(C)C